ClCC(=O)N1CC(C2=NC(=C(C=C21)CC2=CC(=CC=C2)F)CO)(C)C 2-chloro-1-{6-[(3-fluorophenyl)methyl]-5-(hydroxymethyl)-3,3-dimethyl-1H,2H,3H-pyrrolo[3,2-b]pyridin-1-yl}ethan-1-one